4-bromo-1-(triisopropylsilyl)-1H-pyrrole-3-sulfonic acid BrC=1C(=CN(C1)[Si](C(C)C)(C(C)C)C(C)C)S(=O)(=O)O